C(C)(C)(C)OC(=O)N1CC2(CCC2)CC1OC 7-methoxy-6-azaspiro[3.4]octane-6-carboxylic acid tert-butyl ester